4-benzyl-2-methyl-6-[1-(oxetan-3-yl)pyrazol-4-yl]morpholine C(C1=CC=CC=C1)N1CC(OC(C1)C=1C=NN(C1)C1COC1)C